C1(CC1)C1=NC=NC(=C1C=1N=C(C2=C(N1)C=C(O2)F)OCC2=CC=C(C=C2)C=2N(C=C(N2)C(F)(F)F)C)OC 2-(4-cyclopropyl-6-methoxy-pyrimidin-5-yl)-6-fluoro-4-[[4-[1-methyl-4-(trifluoromethyl)imidazol-2-yl]phenyl]methoxy]furo[3,2-d]pyrimidine